Methyl (2R,3S,3aS,6aR)-3-(N-benzyl-2,2,2-trifluoroacetamido)-2-((((1s,4S)-4-(3-fluorophenyl)cyclohexyl)oxy)methyl)hexahydrocyclopenta[b]pyrrole-1(2H)-carboxylate C(C1=CC=CC=C1)N(C(C(F)(F)F)=O)[C@H]1[C@@H]2[C@H](N([C@H]1COC1CCC(CC1)C1=CC(=CC=C1)F)C(=O)OC)CCC2